C(C)(C)(C)OC(=O)N[C@@H](CSC1=C(C=C2C=CN(C2=C1)C)[N+](=O)[O-])C(=O)O N-(tert-Butoxycarbonyl)-S-(1-methyl-5-nitro-1H-indol-6-yl)-L-cysteine